BrC=1C=C(C=C(C1)N1CCOCC1)S(=O)(=O)C1CN(C1)C(=O)C1CC1 (3-((3-bromo-5-morpholinophenyl)sulfonyl)azetidin-1-yl)(cyclopropyl)methanone